2-(1-methyltriazol-4-yl)-7,8-dihydro-6H-pyrimido[5,4-b][1,4]oxazin-4-amine CN1N=NC(=C1)C=1N=C(C=2OCCNC2N1)N